BrC=1C(=C(CNCC(OC)OC)C=CC1)C N-(3-bromo-2-methylbenzyl)-2,2-dimethoxyethane-1-Amine